C(C)(C)(C)OC(=O)N1N=CC=2C1=NC=CC2Br 4-bromo-1H-pyrazolo[3,4-b]pyridine-1-carboxylic acid tert-butyl ester